O[C@@H](CNC1=CC(=C(N=N1)C1=C(C=C(C=C1)C(F)(F)F)O)C)C 2-(6-{[(2R)-2-hydroxypropyl]amino}-4-methylpyridazin-3-yl)-5-(trifluoromethyl)phenol